4,4-bis(4-hydroxy-3,5-diiodophenyl)valeric acid OC1=C(C=C(C=C1I)C(CCC(=O)O)(C)C1=CC(=C(C(=C1)I)O)I)I